ClC=1C=CC=C2C=C(C=C(C12)C1=CC=C2C(=NC(=NC2=C1F)F)N1C[C@@H](N(CC1)C(=O)OC(C)(C)C)CC#N)OCOC tert-butyl (S)-4-(7-(8-chloro-3-(methoxymethyloxy)naphthalene-1-yl)-2,8-difluoroquinazolin-4-yl)-2-(cyanomethyl)piperazine-1-carboxylate